3-(3-isopropylphenyl)-5-(4-(4-methylpiperazin-1-yl)phenyl)-1H-pyrazolo[3,4-b]pyridine C(C)(C)C=1C=C(C=CC1)C1=NNC2=NC=C(C=C21)C2=CC=C(C=C2)N2CCN(CC2)C